4-(trifluoromethyl)benzoic acid-2,6-d2 FC(C=1C=C(C(C(=O)O)=C(C1)[2H])[2H])(F)F